7-((5-((3R,4R)-4-fluoro-3-hydroxypiperidin-1-yl)pyridin-2-yl)amino)-4-(imidazo[1,2-a]pyridin-3-yl)-2,3-dihydro-1H-pyrrolo[3,4-c]pyridin-1-one F[C@H]1[C@@H](CN(CC1)C=1C=CC(=NC1)NC=1C2=C(C(=NC1)C1=CN=C3N1C=CC=C3)CNC2=O)O